The molecule is an acrylate ester obtained by the formal condensation of the hydroxy group of butan-1-ol with the carboxy group of acrylic acid. It derives from a butan-1-ol and an acrylic acid. CCCCOC(=O)C=C